C(C)(C)(C)OC(=O)N1CCC(CC1)CN1CCN(CC1)C1=CC(=C(C=C1)C1C(NC(CC1)=O)=O)F 4-((4-(4-(2,6-Dioxopiperidin-3-yl)-3-fluorophenyl)piperazin-1-yl)methyl)piperidine-1-carboxylic acid tert-butyl ester